p-diphenyl-aminostyrene C1(=CC=CC=C1)C1(C=CN)CC=C(C=C1)C1=CC=CC=C1